6-(Perfluoroethyl)-N-phenyl-5,6-dihydroindazolo[3,2-a]isoquinolin-6-amine FC(C(F)(F)F)(C1(N2C(C=3C=CC=CC3C1)=C1C=CC=CC1=N2)NC2=CC=CC=C2)F